3'-chloro-4-fluoro-5'-(4-oxa-7-azaspiro[2.5]octan-6-yl)-[1,1'-biphenyl]-3-carboxamide ClC=1C=C(C=C(C1)C1COC2(CC2)CN1)C1=CC(=C(C=C1)F)C(=O)N